ethylenedioleate C(CCCCCCCCC\C=C/CCCCCCCC(=O)[O-])CCCCCCCC\C=C/CCCCCCCC(=O)[O-]